((S)-3-aminopyrrolidin-1-yl)(3-methyl-5-(4-(1-(1-methylpyrrolidin-3-yl)piperidin-4-yl)phenyl)thiophen-2-yl)methanone N[C@@H]1CN(CC1)C(=O)C=1SC(=CC1C)C1=CC=C(C=C1)C1CCN(CC1)C1CN(CC1)C